N-(6-chloro-4-methylpyridazin-3-yl)-1,3-benzothiazol-2-amine ClC1=CC(=C(N=N1)NC=1SC2=C(N1)C=CC=C2)C